(R)-2-((3-chloro-5-(2-(6-((2-methoxyethyl)(methyl)amino)-2-methylhexan-3-yl)-2,6-diazaspiro[3.4]octan-6-yl)-1,2,4-triazin-6-yl)oxy)-N-ethyl-5-fluoro-N-isopropylbenzamide fumarate C(\C=C\C(=O)O)(=O)O.ClC=1N=NC(=C(N1)N1CC2(CN(C2)[C@@H](C(C)C)CCCN(C)CCOC)CC1)OC1=C(C(=O)N(C(C)C)CC)C=C(C=C1)F